1,4-bis(trimethylsilyl)-1,4-dihydroanthracene C[Si](C1C=CC(C2=CC3=CC=CC=C3C=C12)[Si](C)(C)C)(C)C